CC1=CC=CC(=N1)C1=C(N=CN1)C=1C=C2C=C(C=NC2=CC1)NCC1CC(C1)C(=O)OC1CNC1 azetidin-3-yl (1r,3r)-3-(((6-(5-(6-methylpyridin-2-yl)-1H-imidazol-4-yl)quinolin-3-yl)amino)methyl)cyclobutane-1-carboxylate